2-(4-(5-chloro-2-(4-chloro-1H-1,2,3-triazol-1-yl)phenyl)-2,5-dioxapiperazin-1-yl)-3-(2-fluorophenyl)-N-(2-methyl-2H-indazol-5-yl)propanamide ClC=1C=CC(=C(C1)N1CON(CO1)C(C(=O)NC1=CC2=CN(N=C2C=C1)C)CC1=C(C=CC=C1)F)N1N=NC(=C1)Cl